COC=1C=C(C=CC1OCC=1C=NC(=CC1)C(F)(F)F)C(CC)N1C(=NC=2C1=NC=C(C2)C=2C=NN(C2)C)N 3-(1-(3-methoxy-4-((6-(trifluoromethyl)pyridin-3-yl)methoxy)phenyl)propyl)-6-(1-methyl-1H-pyrazol-4-yl)-3H-imidazo[4,5-b]pyridin-2-amine